CC=1C=C(OC2C(NC(CC2)=O)=O)C=CC1N1CCC(CC1)=O 3-(3-methyl-4-(4-oxopiperidin-1-yl)phenoxy)piperidine-2,6-dione